triaminohexane NC(CCCCC)(N)N